(S)-N-(6-chloropyridin-3-yl)-6-((2-methyltetrahydrofuran-2-yl)methoxy)isoquinolin-1-amine ClC1=CC=C(C=N1)NC1=NC=CC2=CC(=CC=C12)OC[C@]1(OCCC1)C